((2R,3S,5R)-5-(6-amino-2-chloro-9H-purin-9-yl)-2-ethynyl-3-hydroxytetrahydrofuran-2-yl)methyl tetrahydrogen triphosphate O(P(O)(=O)OP(=O)(O)OP(=O)(O)O)C[C@]1(O[C@H](C[C@@H]1O)N1C2=NC(=NC(=C2N=C1)N)Cl)C#C